FC=1C=C(C=NC1OC)B(O)O (5-fluoro-6-methoxypyridin-3-yl)boronic acid